(E)-N-(2-(3-(hydroxyamino)-3-oxoprop-1-en-1-yl)phenyl)-2-phenoxybenzamide ONC(/C=C/C1=C(C=CC=C1)NC(C1=C(C=CC=C1)OC1=CC=CC=C1)=O)=O